1-(4-hydroxyphenyl)-3-methyl-imidazol-2-one OC1=CC=C(C=C1)N1C(N(C=C1)C)=O